4,4,5,5-tetramethyl-2-(1-methyl-3,4-dihydro-1H-2-benzopyran-6-yl)-1,3,2-dioxaborolane CC1(OB(OC1(C)C)C=1C=CC2=C(CCOC2C)C1)C